BrCCCCCCN1C(CCCC1)C 1-(6-bromohexyl)-2-methylpiperidine